(R)-3-(2-(2-methoxyacetyl)-6-(4,4,5,5-tetramethyl-1,3,2-dioxaborolan-2-yl)-1,2,3,4-tetrahydroisoquinolin-8-yl)Morpholine-4-carboxylic acid tert-butyl ester C(C)(C)(C)OC(=O)N1[C@@H](COCC1)C=1C=C(C=C2CCN(CC12)C(COC)=O)B1OC(C(O1)(C)C)(C)C